C(C1=CC=CC=C1)(=O)NC=1C(=C(C(=O)NC2=C(C=C(C=C2C(F)(F)F)C(C(F)(F)F)(C(F)(F)F)F)Br)C=CC1)F 3-benzamido-N-(2-bromo-4-(perfluoropropan-2-yl)-6-(trifluoromethyl)phenyl)-2-fluorobenzamide